NC=1C(=C(C=C2C=C(N=CC12)NC(=O)C1C(C1C=1C=NN(C1)CCN1CCOCC1)C)C=1C=NC=CC1C)F trans-N-(8-amino-7-fluoro-6-(4-methylpyridin-3-yl)isoquinolin-3-yl)-2-methyl-3-(1-(2-morpholinoethyl)-1H-pyrazol-4-yl)cyclopropane-1-carboxamide